[O-]S(=O)(=O)C(F)(F)F.[Ag+] SILVER TRIFLATE